3-[2-(trifluoromethyl)-4'-methylbenzhydryloxy]-N-(tert-butyl)azetidine-1-carboxamide FC(C1=C(C(C2=CC=C(C=C2)C)OC2CN(C2)C(=O)NC(C)(C)C)C=CC=C1)(F)F